N=1C=CC2=C(CC=CC12)N1CCC(CC1)CN1N=C(C=CC1=O)N1N=CC=C1 2-((1-(5H-indol-4-yl)piperidin-4-yl)methyl)-6-(1H-pyrazol-1-yl)pyridazin-3(2H)-one